C(C)C1=NN(C2=NC(=NC(=C21)NCC2=CC(=CC=C2)OC)C2=CC=C(C(=O)OC)C=C2)C methyl 4-(3-ethyl-4-((3-methoxybenzyl)amino)-1-methyl-1H-pyrazolo[3,4-d]pyrimidin-6-yl)benzoate